2-[1-[6-(3-cyclopropyl-1,2,4-triazol-1-yl)-2-azaspiro[3.3]heptane-2-carbonyl]-4-piperidinyl]-2-(4-fluorophenyl)acetamide C1(CC1)C1=NN(C=N1)C1CC2(CN(C2)C(=O)N2CCC(CC2)C(C(=O)N)C2=CC=C(C=C2)F)C1